Cl.O=C1OC2(CN1C=1C=CC=3OCC(NC3N1)=O)CCNCC2 6-(2-oxo-1-oxa-3,8-diazaspiro[4.5]decan-3-yl)-4H-pyrido[3,2-b][1,4]oxazin-3-one hydrochloride